ClC1=C(C#N)C=CC(=C1)N1CC2(C[C@@H]1C)CCN(CC2)C=2C=NC(=CC2)C(=O)N2CCC(CC2)CN2CCN(CC2)C2=CC(=CC=C2)N[C@H]2C(NC(CC2)=O)=O 2-Chloro-4-((S)-8-(6-(4-((4-(3-(((R)-2,6-dioxopiperidin-3-yl)amino)phenyl)piperazin-1-yl)methyl)piperidine-1-carbonyl)pyridin-3-yl)-3-methyl-2,8-diazaspiro[4.5]decan-2-yl)benzonitrile